(R)-α-pinen [C@@H]12C(=CCC(C1(C)C)C2)C